CC(C[Na])(C)NC(C=C)=O 2-methyl-2-acrylamidopropyl-sodium